sulfuric acid, nitrate salt [N+](=O)(O)[O-].S(O)(O)(=O)=O